ClC1=CC=C(C=2N1N=CC2)N2N=CC(=C2C(F)(F)F)C(=O)N 1-(7-chloropyrazolo[1,5-a]Pyridin-4-yl)-5-(trifluoromethyl)-1H-pyrazole-4-carboxamide